4,7,10,13-tetraoxahexadecane-1,16-dinitrile C(CCOCCOCCOCCOCCC#N)#N